1,11b-dihydro-[2H]benzopyrano[4,3,2-de]isoquinolin-3-one C1NC(C=2C=CC=C3C2C1C1=C(O3)C=CC=C1)=O